4-methoxy-N-(N-methylcarbamoylamino)benzothiamide COC1=CC=C(C(NNC(NC)=O)=S)C=C1